COC1=C(C(=O)C2(CC3(N4CCCC24)C(C2=CC=CC4=CC=CC3=C24)=O)C2=CC(=C(C=C2)O)OC)C(=CC=C1)OC (2,6-dimethoxybenzoyl)-1'-(4-hydroxy-3-methoxyphenyl)-1',2',5',6',7',7a'-hexahydro-2H-spiro[acenaphthylene-1,3'-pyrrolizin]-2-one